(S)-(3-(3-fluoro-5-methoxyphenyl)-2,7-dimethyl-2,4,5,7-tetrahydro-6H-pyrazolo[3,4-c]pyridin-6-yl)(7-fluoroquinoxalin-6-yl)methanone FC=1C=C(C=C(C1)OC)C=1N(N=C2[C@@H](N(CCC21)C(=O)C=2C=C1N=CC=NC1=CC2F)C)C